2-methoxy-5-(3-(piperidin-1-yl)propyl)benzoic acid COC1=C(C(=O)O)C=C(C=C1)CCCN1CCCCC1